5-(([1,1'-Biphenyl]-4-ylmethyl)amino)-2-hydroxybenzoic acid C1(=CC=C(C=C1)CNC=1C=CC(=C(C(=O)O)C1)O)C1=CC=CC=C1